O1C=CC2=C1C=CC(=C2)S(=O)(=O)N2CC1=C(C2)CN(C1)C(=O)C=1N=COC1C 4-[5-(1-Benzofuran-5-sulfonyl)-1H,2H,3H,4H,5H,6H-pyrrolo[3,4-c]pyrrole-2-carbonyl]-5-methyl-1,3-oxazole